(7-bromo-2-ethyl-3-iodo-5-nitro-2H-indazol-6-yl)(2-chloro-5-fluorophenyl)methanone BrC1=C(C(=CC2=C(N(N=C12)CC)I)[N+](=O)[O-])C(=O)C1=C(C=CC(=C1)F)Cl